C(#N)C=1C=C2C=C(NC2=CC1C1=NC=C(N=C1)OC)CNC(C)=O N-{[5-cyano-6-(5-methoxy-2-pyrazinyl)-2-indolyl]methyl}acetamide